COC1=C(C=C(C(=C1)CC[N+](=O)[O-])OC)S(=O)(=O)C 1,4-dimethoxy-2-(methylsulfonyl)-5-(2-nitroethyl)benzene